C(C)(C)(C)OC(NC1CNCC(C1)C)=O 5-methylpiperidin-3-ylcarbamic acid tert-butyl ester